O=C(C(=O)OCC(F)(F)F)N1[C@H](CC[C@@H](C1)C)C1=CC(=CC=C1)Cl |r| 2,2,2-trifluoroethyl 2-oxo-2-[rac-(2R,5S)-2-(3-chlorophenyl)-5-methyl-1-piperidyl]acetate